N\C(=C/C#N)\C1=NC=C(C=C1)OC1NCOC1 (2Z)-3-amino-3-[5-(oxazolidin-4-yloxy)pyridin-2-yl]Prop-2-enenitrile